N=1C=C(N2N=CC=CC21)C#CC=2C(=NC=C(C(=O)NC1=CC(=C(C=C1)CN1CCN(CC1)C)C(F)(F)F)C2)C 5-(imidazo[1,2-b]pyridazin-3-ylethynyl)-6-methyl-N-(4-((4-methylpiperazin-1-yl)methyl)-3-(trifluoromethyl)phenyl)nicotinamide